FC1(CN(CC2=CC=CC=C12)C1C(CN(CC1)C(=O)C1=CC(=NC=C1F)NC1CCN(CC1)C(C)=O)O)F 1-(4-((4-(4-(4,4-difluoro-3,4-dihydroisoquinolin-2(1H)-yl)-3-hydroxypiperidine-1-carbonyl)-5-fluoropyridin-2-yl)amino)piperidin-1-yl)ethan-1-one